OC=1C=C(C=CC1O)[C@H]1OC2=C(C[C@H]1O)C(=CC(=C2)O)O (2R,3R)-2-(3,4-dihydroxyphenyl)-2,3-dihydro-3,5,7-trihydroxy-4H-1-benzopyran